didodecyl-methyl-(4-aminobenzyl)ammonium chloride [Cl-].C(CCCCCCCCCCC)[N+](CC1=CC=C(C=C1)N)(C)CCCCCCCCCCCC